racemic-1-([2,4'-bipyridine]-3-carbonyl)-4-(1-(4-(trifluoromethyl)phenyl)ethyl)piperidine-4-carbonitrile N1=C(C(=CC=C1)C(=O)N1CCC(CC1)(C#N)[C@H](C)C1=CC=C(C=C1)C(F)(F)F)C1=CC=NC=C1 |r|